C(C)(C)(C)C=1C=C(C=C(C1O)C(C)(C)C)CCC(=O)OCCOCCOCCOC(CCC1=CC(=C(C(=C1)C(C)(C)C)O)C(C)(C)C)=O triethylene glycol bis[3-(3,5-di-t-butyl-4-hydroxy-phenyl) propionate]